FC=1C2=CN(N=C2C=CC1NC(=O)N1CCC=2C1=NC=CC2N2CCN(CC2)C(=O)OC(C)(C)C)C tert-butyl 4-(1-((4-fluoro-2-methyl-2H-indazol-5-yl)carbamoyl)-2,3-dihydro-1H-pyrrolo[2,3-b]pyridin-4-yl)piperazine-1-carboxylate